(Z)-3-(3-(3,5-bis(trifluoromethyl)phenyl)-1H-1,2,4-triazol-1-yl)-N-(2,5-dioxopiperazin-1-yl)acrylamide FC(C=1C=C(C=C(C1)C(F)(F)F)C1=NN(C=N1)\C=C/C(=O)NN1C(CNC(C1)=O)=O)(F)F